tert-butyl N-[(1R)-1-[[2,4-dichloro-6-[2-(6-fluoro-1H-indol-3-yl)ethylamino]pyrimidin-5-yl]oxymethyl]-2-methoxy-ethyl]carbamate ClC1=NC(=C(C(=N1)Cl)OC[C@@H](COC)NC(OC(C)(C)C)=O)NCCC1=CNC2=CC(=CC=C12)F